(S)-N-(2,3-dihydroxypropyl)-3-((2-fluoro-4-iodophenylamino)amino)isonicotinamide O[C@@H](CNC(C1=C(C=NC=C1)NNC1=C(C=C(C=C1)I)F)=O)CO